[7-(4-fluoro-2-methoxy-phenyl)-6-[1-(1-prop-2-enylazetidin-3-yl) pyrazol-4-yl] thieno[3,2-c]pyridin-4-yl] trifluoromethanesulfonate FC(S(=O)(=O)OC1=NC(=C(C2=C1C=CS2)C2=C(C=C(C=C2)F)OC)C=2C=NN(C2)C2CN(C2)CC=C)(F)F